1-(1-oxo-5-((4-(thieno[2,3-d]pyrimidin-2-yl)piperidin-1-yl)methyl)isoindolin-2-yl)dihydropyrimidine-2,4(1H,3H)-dione O=C1N(CC2=CC(=CC=C12)CN1CCC(CC1)C=1N=CC2=C(N1)SC=C2)N2C(NC(CC2)=O)=O